1-(3-(5-(3-hydroxynaphthalen-1-yl)-6-methyl-1H-indol-1-yl)azetidin-1-yl)prop-2-en-1-one OC=1C=C(C2=CC=CC=C2C1)C=1C=C2C=CN(C2=CC1C)C1CN(C1)C(C=C)=O